(3S)-N-[3-(2-[[(2R)-1-methoxypropan-2-yl]amino]-6-(morpholin-4-yl)pyridin-4-yl)-4-methylphenyl]-3-(2,2,2-trifluoroethyl)pyrrolidine-1-carboxamide COC[C@@H](C)NC1=NC(=CC(=C1)C=1C=C(C=CC1C)NC(=O)N1C[C@@H](CC1)CC(F)(F)F)N1CCOCC1